Indazole-5-carboxamide N1N=CC2=CC(=CC=C12)C(=O)N